Butyl Acrylate C(C=C)(=O)OCCCC